(2-(1-methoxyethyl)phenyl)urea COC(C)C1=C(C=CC=C1)NC(=O)N